3,3-dimethyl-1-{4-[2-methyl-4-({6-[4-(prop-2-enoyl)piperazin-1-yl]pyrido[3,4-d]pyrimidin-4-yl}amino)phenoxy]piperidin-1-yl}butan-1-one CC(CC(=O)N1CCC(CC1)OC1=C(C=C(C=C1)NC=1C2=C(N=CN1)C=NC(=C2)N2CCN(CC2)C(C=C)=O)C)(C)C